C1=CC=CC=2C3=CC=CC=C3C(C12)COC(=O)NC=1C=C(C=CC1C)[NH3+] [3-(9H-fluoren-9-ylmethoxycarbonylamino)-4-methyl-phenyl]ammonium